aluminum(III) bromide [Al](Br)(Br)Br